N-{5-(3-Methoxyphenoxy)pyridin-3-yl}acrylamide COC=1C=C(OC=2C=C(C=NC2)NC(C=C)=O)C=CC1